FC(C(=O)O)(F)F.CN(C(=O)C=1N=C(NC1C)C1=NC=CC(=C1)C=1C=NC=C(C1)S(=O)(=O)C)C N,N,5-Trimethyl-2-[5-(methylsulfonyl)-3,4'-bipyridin-2'-yl]-1H-imidazole-4-carboxamide trifluoroacetate salt